3-(2-(3-((2-(2,6-dioxopiperidin-3-yl)-1-oxoisoindolin-5-yl)methyl)ureido)-4,5-difluorophenoxy)-2-methylpropanoic acid O=C1NC(CCC1N1C(C2=CC=C(C=C2C1)CNC(NC1=C(OCC(C(=O)O)C)C=C(C(=C1)F)F)=O)=O)=O